N-[(1R,3S)-3-{[6-fluoro-2-(trifluoromethyl)quinolin-4-yl]amino}cyclohexyl]-2-methoxybenzamide FC=1C=C2C(=CC(=NC2=CC1)C(F)(F)F)N[C@@H]1C[C@@H](CCC1)NC(C1=C(C=CC=C1)OC)=O